N-(2-trifluoromethoxyethylamino)-6-((3-(5-methoxymethylisoxazol-3-yl)-[1,2,4]triazolo[3,4-a]phthalazin-6-oxy)methylene)nicotinamide FC(OCCNNC(C1=CNC(C=C1)=COC1=NN2C(C3=CC=CC=C13)=NN=C2C2=NOC(=C2)COC)=O)(F)F